4-(5-(3,5-dimethylisoxazol-4-yl)-1-(3-methyltetrahydrofuran-3-yl)-1H-pyrrolo[2,3-b]pyridin-3-yl)-3-isopropoxybenzoic acid CC1=NOC(=C1C=1C=C2C(=NC1)N(C=C2C2=C(C=C(C(=O)O)C=C2)OC(C)C)C2(COCC2)C)C